FC1=CC=C(C=C1)[C@@H]1N(CCC2=CC=CC=C12)C(=O)[C@@H]1CC(CO1)C=O (5S)-5-((S)-1-(4-fluorophenyl)-1,2,3,4-tetrahydroisoquinoline-2-carbonyl)tetrahydrofuran-3-carbaldehyde